5-Bromo-1-(2-(4-((2-(dimethylamino)ethyl)(methyl)amino)-2-methoxy-5-nitrophenylamino)pyrimidin-4-yl)-3-methyl-1H-benzo[d]imidazol-2(3H)-one BrC1=CC2=C(N(C(N2C)=O)C2=NC(=NC=C2)NC2=C(C=C(C(=C2)[N+](=O)[O-])N(C)CCN(C)C)OC)C=C1